N-(2-((5-(1-(3,5-dichloropyridin-4-yl)ethoxy)1H-indazol-3-yl)amino)-3-methylphenyl)propanamide ammonium chloride ethylmethacrylate C(C)OC(C(=C)C)=O.[Cl-].[NH4+].ClC=1C=NC=C(C1C(C)OC=1C=C2C(=NNC2=CC1)NC1=C(C=CC=C1C)NC(CC)=O)Cl